FC1=C(C=CC=C1C)C1=CC(=CC=C1)C[C@@H]1C=2C(N(C=NC2CC[C@@H]1NS(=O)(=O)C)C(C)C)=O |r| rac-N-[(5R,6S)-5-[(2'-fluoro-3'-methyl[1,1'-biphenyl]-3-yl)methyl]-4-oxo-3-(propan-2-yl)-3,4,5,6,7,8-hexahydroquinazolin-6-yl]methanesulfonamide